(prop-1-en-2-yl)-1',2',3',4'-tetrahydro-[1,1'-biphenyl]-2,6-diyl diacetate C(C)(=O)OC1=C(C(=CC=C1C(=C)C)OC(C)=O)C1CCCC=C1